ClC1=NC=CC(=C1)/N=N/C1=C(C=C(C=C1OC)NC(C1=NC=CC=C1)=O)OC (E)-N-(4-((2-Chloropyridin-4-yl)diazenyl)-3,5-dimethoxyphenyl)picolinamide